FC1=C(C(=O)N[C@H](C(=O)OC)CC2=CC=C(C=3OCCOC32)B3OC(C(O3)(C)C)(C)C)C(=CC=C1)F methyl (S)-2-(2,6-difluorobenzamido)-3-(8-(4,4,5,5-tetramethyl-1,3,2-dioxaborolan-2-yl)-2,3-dihydrobenzo[b][1,4]dioxin-5-yl)propanoate